7-(((3S,4R)-3-fluoro-1-methylpiperidin-4-yl)amino)-3-((trifluoromethyl)thio)benzofuran-2-carbaldehyde F[C@H]1CN(CC[C@H]1NC1=CC=CC=2C(=C(OC21)C=O)SC(F)(F)F)C